C1(=CC=CC=C1)C1=C(C=CC=C1)[O-].[Na+] Natrium ortho-phenylphenolat